4-[[1-(hydroxymethyl)cyclopropyl]-[4-(5,6,7,8-tetrahydro-1,8-naphthyridin-2-yl)butyl]amino]-2-[(1-methylindazole-4-carbonyl)amino]butanoic acid OCC1(CC1)N(CCC(C(=O)O)NC(=O)C=1C=2C=NN(C2C=CC1)C)CCCCC1=NC=2NCCCC2C=C1